O=C1NC(CCC1N1C(C2=CC=CC(=C2C1=O)NCC=1N=NN(C1)CC1=CC=C(C=C1)C=1N=C2N(C=CC(=C2)C2=CC=CC=C2)C1NC1=CC=C(C(=O)OC(C)(C)C)C=C1)=O)=O tert-butyl 4-((2-(4-((4-(((2-(2,6-dioxopiperidin-3-yl)-1,3-dioxoisoindolin-4-yl)amino)methyl)-1H-1,2,3-triazol-1-yl)methyl)phenyl)-7-phenylimidazo[1,2-a]pyridin-3-yl)amino)benzoate